ethoxybenzyl-diethylenetriamine C(C)ON(CCNCCN)CC1=CC=CC=C1